(4ar,7as)-4-methyl-octahydropyrrolo[3,4-b][1,4]oxazine hydrochloride Cl.CN1[C@H]2[C@@H](OCC1)CNC2